O=C1N(CC2=CC(=CC=C12)N1CCC(CC1)OC1CC(C1)N1CCC(CC1)C1=CC=C(C=C1)N1C=NC2=CC=C(C=C2C1=O)O)C1C(NC(CC1)=O)=O 3-(1-oxo-5-{4-[(1r,3r)-3-{4-[4-(6-hydroxy-4-oxoquinazolin-3-yl)phenyl]piperidin-1-yl}cyclobutoxy]piperidin-1-yl}-3H-isoindol-2-yl)piperidine-2,6-dione